Cl.N(=[N+]=[N-])C[C@@H]1NC[C@H](C1)C1=CC(=C(C=C1)OC(F)F)OCC1CC1 (2R,4R)-2-(azidomethyl)-4-(3-(cyclopropylmethoxy)-4-(difluoromethoxy)phenyl)pyrrolidine hydrochloride